FC=1C=C2N(CCN(C2=CC1)C(=O)NC[C@@H]1N(CCC1)C(=O)OC(C)(C)C)C1=CC=C(C=C1)F tert-Butyl (R)-2-((6-fluoro-4-(4-fluorophenyl)-1,2,3,4-tetrahydroquinoxaline-1-carboxamido)methyl)pyrrolidin-1-carboxylate